(R)-1-(tetrahydrofuran-3-yl)-5-(trifluoromethyl)-1H-pyrazol-3-amine O1C[C@@H](CC1)N1N=C(C=C1C(F)(F)F)N